ClC=1N=C2C(=C(C(N(C2=CC1)C)=O)C#N)N1CCC(CC1)OC1=CC=C(C=C1)C 6-Chloro-1-methyl-2-oxo-4-(4-(p-tolyloxy)piperidin-1-yl)-1,2-dihydro-1,5-naphthyridin-3-carbonitril